NS(=O)(=O)NCCNC=1C(=NON1)C(NC1=CC(=C(C=C1)F)Br)=NO 4-({2-[(Aminosulfonyl)-amino]ethyl}amino)-N-(3-bromo-4-fluorophenyl)-N'-hydroxy-1,2,5-oxadiazol-3-carboximidamid